Di-tert-butyl (3-(2,3-difluoro-4-(4-pentylcyclohexyl)phenoxy)propyl)-phosphonate FC1=C(OCCCP(OC(C)(C)C)(OC(C)(C)C)=O)C=CC(=C1F)C1CCC(CC1)CCCCC